tert-butyl {2-[3-bromo-5-(hydroxymethyl)-1H-pyrazol-1-yl]-2-methylpropyl}carbamate BrC1=NN(C(=C1)CO)C(CNC(OC(C)(C)C)=O)(C)C